CC1=CC2=C([C@@H]3[C@@H]4[C@H]5C6=C(C(=C7C(=C6[C@@H](N4[C@H]([C@H](C2)N3C)O)COC(=O)[C@@]8(CS5)C9=CC(=C(C=C9CCN8)O)OC)OCO7)C)OC(=O)C)C(=C1OC)O The molecule is a tetrahydroisoquinoline alkaloid obtained from a Caribbean tunicate Ecteinascidia turbinata. Used for the treatment of soft tissue sarcoma and relapsed ovarian cancer. It has a role as an antineoplastic agent, a marine metabolite, an anti-inflammatory agent and an angiogenesis modulating agent. It is an organic heteropolycyclic compound, an azaspiro compound, an oxaspiro compound, a bridged compound, a lactone, a polyphenol, an acetate ester, a hemiaminal, an organic sulfide, a tertiary amino compound and an isoquinoline alkaloid.